4-(4'-(1-methyl-1H-1,2,3-triazol-5-yl)-[1,1'-biphenyl]-4-yl)-1H-1,2,3-triazol-5-carboxylic acid CN1N=NC=C1C1=CC=C(C=C1)C1=CC=C(C=C1)C=1N=NNC1C(=O)O